(3-chloro-1H-pyrrolo[2,3-b]pyridin-5-yl)boronic acid ClC1=CNC2=NC=C(C=C21)B(O)O